C(C)OC(=O)C1=C(NC(=N[C@H]1C1=C(C(=CC=C1)F)C)C=1SC=CN1)CN1C[C@H]2N(CC1)C(NC2)=O (S)-7-(((S)-5-(ethoxycarbonyl)-6-(3-fluoro-2-methylphenyl)-2-(thiazol-2-yl)-3,6-dihydropyrimidin-4-yl)methyl)-3-oxohexahydroimidazo[1,5-a]pyrazine